C(C)(C)(C)OC(=O)NC1=NC=CC(=C1)C1=C(N=CN1CC(=O)N1CCN(CC1)C(=O)OCC1=CC=CC=C1)C1=CC=C(C=C1)F benzyl 4-{2-[5-(2-{[(tert-butoxy)carbonyl]amino}pyridin-4-yl)-4-(4-fluorophenyl)-1H-imidazol-1-yl]acetyl}piperazine-1-carboxylate